6-(1-(2-fluoro-5-(trifluoromethoxy)phenyl)ethyl)-7,8-dihydro-1,6-naphthyridin-5(6H)-one FC1=C(C=C(C=C1)OC(F)(F)F)C(C)N1C(C=2C=CC=NC2CC1)=O